(S)-2-((6-(4,4-difluoropiperidin-1-yl)pyrimidin-4-yl)amino)-9-(5,6,7,8-tetrahydro-1,8-naphthyridin-2-yl)nonanoic acid ethyl ester C(C)OC([C@H](CCCCCCCC1=NC=2NCCCC2C=C1)NC1=NC=NC(=C1)N1CCC(CC1)(F)F)=O